CC(=CCCP(OCCC#N)(OCCC#N)=O)C Bis(2-cyanoethyl) (4-methylpent-3-en-1-yl)phosphonate